4-({2-[(7-methoxyquinolin-4-yl)amino]quinazolin-8-yl}oxy)cyclohexanol COC1=CC=C2C(=CC=NC2=C1)NC1=NC2=C(C=CC=C2C=N1)OC1CCC(CC1)O